4-Methoxy-3-[2-(methoxymethyl)piperazin-1-yl]-N-methyl-N-propyl-benzenesulfonamide COC1=C(C=C(C=C1)S(=O)(=O)N(CCC)C)N1C(CNCC1)COC